9-(Difluoro-methyl)-7-fluoro-8-(6-fluoro-1H-indol-4-yl)-1,4,4-trimethyl-5H-[1,2,4]triazolo[4,3-a]quinoxaline FC(C=1C(=C(C=C2NC(C=3N(C12)C(=NN3)C)(C)C)F)C3=C1C=CNC1=CC(=C3)F)F